Tetraaminopalladium dihydrogen carbonate C(O)(O)=O.N[Pd](N)(N)N